4-Methyl-5-(2-thiocyanoethyl)thiazole CC=1N=CSC1CCSC#N